ClC=1C(=NC(=C(C1)C1=CC=C(C=C1)N1CCN(CC1)C[C@H](C)OC)F)N (S)-3-chloro-6-fluoro-5-(4-(4-(2-methoxypropyl)piperazin-1-yl)phenyl)pyridin-2-amine